ClC1=CC=C(S1)CNC1=C(C(=NN1C(C1=C(C=CC=C1)F)=O)C1CN(CCC1C(F)(F)F)S(=O)(=O)N1CCCC1)OC N-[(5-chlorothiophen-2-yl)methyl]-1-(2-fluorobenzoyl)-4-methoxy-3-[1-(pyrrolidine-1-sulfonyl)-4-(trifluoromethyl)piperidin-3-yl]-1H-pyrazol-5-amine